CC1=C(C=CC(=C1CC)OC(C)C)O 2-methyl-3-ethyl-4-isopropoxyphenol